ClCC(=O)N(C)CC#N 2-Chloro-N-cyanomethyl-N-methyl-acetamide